[Si](C1=CC=CC=C1)(C1=CC=CC=C1)(C(C)(C)C)OC1CN=CC2=CC=C(C=C12)F 4-((tert-butyldiphenylsilyl)oxy)-6-fluoro-3,4-dihydroisoquinolin